6-(2,6-dichlorophenyl)-2-{[4-(4-methylpiperazin-1-yl)phenyl]amino}pyrido[2,3-d]pyrimidin-5(8H)-one ClC1=C(C(=CC=C1)Cl)C=1C(C2=C(N=C(N=C2)NC2=CC=C(C=C2)N2CCN(CC2)C)NC1)=O